10-(2'-methoxyethyl)-7,8-dimethyl-10H-benzo[g]pteridine-2,4-dione COCCN1C2=C(N=C3C(NC(N=C13)=O)=O)C=C(C(=C2)C)C